COC(=O)C=1C(=NC(=CC1\C=C\N(C)C)Cl)Cl.FC=1C(=C(C(=C(C1)OC)F)F)F.[Br] bromine tetrafluoroanisole methyl-4-[(1E)-2-(dimethylamino)vinyl]-2,6-dichloropyridine-3-carboxylate